FC(C(=O)O)(F)F.N1(CCCCC1)CC1=CC=C(/C=C/C2=NNC3=CC(=CC=C23)\C=C/2\C(NCC23CCNCC3)=O)C=C1 (E)-4-((3-((E)-4-(piperidin-1-ylmethyl)styryl)-1H-indazol-6-yl)methylene)-2,8-diazaspiro[4.5]decan-3-one trifluoroacetate salt